OC1=CC=C(C=C1)NC1=CC(C(C=C1NC1=CC=C(C=C1)O)=NC1=CC=C(C=C1)O)=O 3,4-bis((4-hydroxyphenyl)amino)-6-((4-hydroxyphenyl)imino)cyclohexa-2,4-dienone